methylquinoline CC1=NC2=CC=CC=C2C=C1